5-chloro-3-((3-methoxy-4-((4-methoxybenzyl)oxy)benzyl)oxy)piperazin-2-amine ClC1NC(C(NC1)N)OCC1=CC(=C(C=C1)OCC1=CC=C(C=C1)OC)OC